N-(2,6-dichlorophenyl)-4-methoxy-2-((2,4,4-trimethyl-1,2,3,4-tetrahydroisoquinolin-7-yl)amino)pyrimidine-5-carboxamide ClC1=C(C(=CC=C1)Cl)NC(=O)C=1C(=NC(=NC1)NC1=CC=C2C(CN(CC2=C1)C)(C)C)OC